CS(=O)(=O)C1=CC=C(C=C1)C1=NNC(=C1O)C 3-(4-(methylsulfonyl)phenyl)-5-methyl-pyrazol-4-ol